5-(7,7-difluoro-5-methyl-2,5-diazaspiro[3.4]oct-2-yl)-6-methoxyquinazolin-4-amine FC1(CN(C2(CN(C2)C2=C3C(=NC=NC3=CC=C2OC)N)C1)C)F